Cis-N-(3-Chloro-4-fluorophenyl)-5-(4-methoxyphenyl)-2-methyl-1,2,6-thiadiazinane-3-carboxamide 1,1-dioxide ClC=1C=C(C=CC1F)NC(=O)[C@@H]1N(S(N[C@@H](C1)C1=CC=C(C=C1)OC)(=O)=O)C